tert-butyl (2R,4R)-2-cyano-4-(4-(3-cyano-5-(2-(3-(trifluoromethyl)phenoxy)acetamido)pyridin-2-yl)-1H-pyrazol-1-yl)pyrrolidine-1-carboxylate C(#N)[C@@H]1N(C[C@@H](C1)N1N=CC(=C1)C1=NC=C(C=C1C#N)NC(COC1=CC(=CC=C1)C(F)(F)F)=O)C(=O)OC(C)(C)C